NC1=NC=CC=C1C1=NC=2C(=NC(=CC2)N2N=CN=C2)N1C=1C=C2CC[C@@H](C2=CC1)NC(C1=CC(=C(C=C1)O)C=O)=O N-[(1S)-5-[2-(2-aminopyridin-3-yl)-5-(1,2,4-triazol-1-yl)imidazo[4,5-b]pyridin-3-yl]-2,3-dihydro-1H-inden-1-yl]-3-formyl-4-hydroxybenzamide